pyrido[3,2-b][1,4]oxazine O1C2=C(N=CC1)N=CC=C2